C(=O)(OC(C)(C)C)N1CC(C1)I N-Boc-3-iodoazetidine